2-(2-(2,5-di([1,1':3',1''-terphenyl]-5'-yl)-3,6-bis(4-(3-phenyl-9H-carbazol-9-yl)phenyl)pyridin-4-yl)phenyl)benzo[d]thiazole C1(=CC=CC=C1)C1=CC(=CC(=C1)C1=NC(=C(C(=C1C1=CC=C(C=C1)N1C2=CC=CC=C2C=2C=C(C=CC12)C1=CC=CC=C1)C1=C(C=CC=C1)C=1SC2=C(N1)C=CC=C2)C=2C=C(C=C(C2)C2=CC=CC=C2)C2=CC=CC=C2)C2=CC=C(C=C2)N2C1=CC=CC=C1C=1C=C(C=CC21)C2=CC=CC=C2)C2=CC=CC=C2